COC(CNC(C1=CC=C(C=C1)O[C@@H](C)C1=CC=CC=C1)=O)=O (S)-(4-(1-Phenylethoxy)benzoyl)glycine methyl ester